CN(C)CC1=CC(=NC(=C1)C(F)(F)F)C(=O)NC1=CC(=CC=C1)C1(COC1)CC1=NN=CN1C 4-((dimethylamino)methyl)-N-(3-(3-((4-methyl-4H-1,2,4-triazol-3-yl)methyl)oxetan-3-yl)phenyl)-6-(trifluoromethyl)picolinamide